tert-Butyl 4-[[6-[[2-[(4-methylthieno[3,2-b]pyrrole-5-carbonyl)amino]phenyl]methoxy]-3-pyridyl]oxy]piperidine-1-carboxylate CN1C2=C(C=C1C(=O)NC1=C(C=CC=C1)COC1=CC=C(C=N1)OC1CCN(CC1)C(=O)OC(C)(C)C)SC=C2